1-(3-butylheptyl) 21-heptyl 11-aminohenicosanedioate NC(CCCCCCCCCC(=O)OCCC(CCCC)CCCC)CCCCCCCCCC(=O)OCCCCCCC